NC1=C(C(=C(C(=C1Cl)F)F)F)C1=C(C=C2C=C(C(N(C2=N1)C=1C(=NC=CC1C)C(C)C)=O)C#N)Cl 7-(2-amino-3-chloro-4,5,6-trifluorophenyl)-6-chloro-1-(2-isopropyl-4-methylpyridin-3-yl)-2-oxo-1,2-dihydro-1,8-naphthyridine-3-carbonitrile